(2-Chloro-7,8-dihydro-1,6-naphthyridin-6(5H)-yl)(cyclopropyl)methanone ClC1=NC=2CCN(CC2C=C1)C(=O)C1CC1